ethyl 1-(7-((4-methyl-3-(methylsulfonyl)benzamido)methyl)-1,6-naphthyridin-2-yl)piperidine-3-carboxylate CC1=C(C=C(C(=O)NCC2=NC=C3C=CC(=NC3=C2)N2CC(CCC2)C(=O)OCC)C=C1)S(=O)(=O)C